[Pd].C(CCC)P(C12CC3CC(CC(C1)C3)C2)C23CC1CC(CC(C2)C1)C3 Butyldi-1-adamantylphosphine palladium(0)